N-methyl-d3-amine hydrochloride Cl.C(N)([2H])([2H])[2H]